[N+](=O)([O-])C1=C(C=CC(=C1)[N+](=O)[O-])S(=O)(=O)N[C@H]1C[C@@H]2CC[C@H]1N2C(=O)OC(C)(C)C |o1:16,18,21| tert-butyl (1S,3S,4R)-rel-3-[(2,4-dinitrophenyl) sulfonylamino]-7-azabicyclo[2.2.1]heptane-7-carboxylate